BrCCCCC(=O)NC1=CC=C(C=C1)NC=1C=2N(C=CN1)C(=CN2)C2=CC(=C(C=C2)OC)Cl 5-bromo-N-(4-((3-(3-chloro-4-methoxyphenyl)imidazo[1,2-a]pyrazin-8-yl)amino)phenyl)pentanamide